FC=1C=CC2=C(N=C(O2)C2=NCCC3=C2N=CN3)C1 (R)-4-(5-fluorobenzo[d]oxazol-2-yl)-6,7-dihydro-1H-imidazo[4,5-c]pyridin